NC1=NC(=NC(=N1)NC1=C(C=CC=C1)OC)CN(C)CC=1C=C(C#N)C=CC1 3-((((4-amino-6-((2-methoxyphenyl)amino)-1,3,5-triazin-2-yl)methyl)(methyl)amino)methyl)benzonitrile